isopropyl (2R,3S,5R)-3-((fluoromethyl) sulfonamido)-2-(((6-(5-fluoropyrimidin-2-yl)bicyclo[4.1.0]heptan-3-yl)oxy)methyl)-5-methylpyrrolidine-1-carboxylate FCS(=O)(=O)N[C@@H]1[C@@H](N([C@@H](C1)C)C(=O)OC(C)C)COC1CC2CC2(CC1)C1=NC=C(C=N1)F